[N-](S(=O)(=O)C(F)(F)F)S(=O)(=O)C(F)(F)F.CCCCCCCCC nonane bis(trifluoromethylsulfonyl)imide